1-trifluoromethylpyrazole-4-carbaldehyde FC(N1N=CC(=C1)C=O)(F)F